NC(C([C@H](CC1=CC=CC=C1)NC(=O)C1=CC(=NN1C=1C=C(CNC(OC2=CC=CC=C2)=O)C=CC1)C)=O)=O Phenyl (S)-(3-(5-((4-amino-3,4-dioxo-1-phenylbutan-2-yl)carbamoyl)-3-methyl-1H-pyrazol-1-yl)benzyl)carbamate